5-{[5-(3-{[(1R,3S)-3-aminocyclohexyl]oxy}-5-methoxypyridin-4-yl)-1H-pyrazol-3-yl]amino}pyrazine-2-carbonitrile N[C@@H]1C[C@@H](CCC1)OC=1C=NC=C(C1C1=CC(=NN1)NC=1N=CC(=NC1)C#N)OC